COCCOC(C)=O.C1(=CC=CC=C1)C(=O)C(=O)C1=CC=CC=C1 benzil β-methoxyethyl-acetate